2-(((2r,3s,4r,5r)-5-(6-amino-9H-purin-9-yl)-3,4-dihydroxytetrahydrofuran-2-yl)methoxy)-4-(pyridin-4-yl)-1,3,2-dioxaphosphorinane 2-sulfide NC1=C2N=CN(C2=NC=N1)[C@H]1[C@@H]([C@@H]([C@H](O1)COP1(OCCC(O1)C1=CC=NC=C1)=S)O)O